2-Naphthylmethacrylate C1=C(C=CC2=CC=CC=C12)OC(C(=C)C)=O